5-[4-amino-5-(trifluoromethyl)-pyrrolo[2,1-f][1,2,4]triazin-7-yl]-N-[(3R,4S)-1-[1-(2-chloro-4-methyl-1,3-thiazol-5-yl)-ethyl]-4-fluoropyrrolidin-3-yl]-2-methoxypyridine-3-carboxamide NC1=NC=NN2C1=C(C=C2C=2C=C(C(=NC2)OC)C(=O)N[C@@H]2CN(C[C@@H]2F)C(C)C2=C(N=C(S2)Cl)C)C(F)(F)F